CC(C)(C)[S@@](=O)N[C@@H](C)C1=CC(=NO1)C1=CC(=NC=C1)C(F)(F)F (R)-2-methyl-N-((S)-1-(3-(2-(trifluoromethyl)pyridin-4-yl)isoxazol-5-yl)ethyl)propane-2-sulfinamide